CN(C1=C(C(=CC=C1)CNCC1=NC=CC=C1)C)C N,N,2-trimethyl-3-[(2-pyridylmethylamino)methyl]aniline